3-(phenoxymethyl)-1H-pyrazole-1-carboxylic acid tert-butyl ester C(C)(C)(C)OC(=O)N1N=C(C=C1)COC1=CC=CC=C1